C(CC=C)S(=O)(=O)Cl 3-butene-1-sulfonyl chloride